2,2-difluoro-N-[8-(furan-2-yl)-2-methylimidazo[1,2-a]pyrazin-6-yl]acetamide FC(C(=O)NC=1N=C(C=2N(C1)C=C(N2)C)C=2OC=CC2)F